2-amino-5,6-dichlorobenzothiazole NC=1SC2=C(N1)C=C(C(=C2)Cl)Cl